C(#N)C1=CC(=C(COC2=C(C=CC(=N2)C2=CC=C(CC3=NC4=C(N3[C@@H]3COCC3(C)C)C=C(C=C4)C(=O)O)C=C2)F)C=C1)F (S)-2-(4-(6-((4-cyano-2-fluorobenzyl)oxy)-5-fluoropyridin-2-yl)benzyl)-1-(4,4-dimethyltetrahydrofuran-3-yl)-1H-benzo[d]imidazole-6-carboxylic acid